2-(adamantan-1-yl)ethyl 2-(((2-(2,6-dioxopiperidin-3-yl)-1-oxoisoindolin-4-yl)thio)methyl)benzo[b]thiophene-5-carboxylate O=C1NC(CCC1N1C(C2=CC=CC(=C2C1)SCC1=CC2=C(S1)C=CC(=C2)C(=O)OCCC21CC3CC(CC(C2)C3)C1)=O)=O